3-(4-fluorophenyl)picolinaldehyde FC1=CC=C(C=C1)C=1C(=NC=CC1)C=O